ClC=1C=C(C=C(C1OC)C#N)NC(C(C)(C)N1N=CC(=C1)C#CC1CN(C1)C=1C=C2C(N(C(C2=CC1)=O)C1C(NC(CC1)=O)=O)=O)=O N-(3-chloro-5-cyano-4-methoxyphenyl)-2-(4-(2-(1-(2-(2,6-dioxopiperidin-3-yl)-1,3-dioxo-2,3-dihydro-1H-isoindol-5-yl)azetidin-3-yl)ethynyl)-1H-pyrazol-1-yl)-2-methylpropanamide